Cl.C(C)OC(C[C@@H](C=1C=C(C=C(C1F)C)C1=C(C=C(C=C1C)OC)C)N)=O.C(C1=CC=CC=C1)OC1=NC=C(C=C1)OC1CC1 2-(benzyloxy)-5-cyclopropoxypyridine ethyl-(S)-3-amino-3-(4-fluoro-4'-methoxy-2',5,6'-trimethyl-[1,1'-biphenyl]-3-yl)propanoate hydrochloride